(R)-N-((S)-1-(5-(bicyclo[2.2.2]octan-1-ylmethoxy)pyridin-2-yl)ethyl)-2-methylpropane-2-sulfinamide C12(CCC(CC1)CC2)COC=2C=CC(=NC2)[C@H](C)N[S@](=O)C(C)(C)C